N-(5-(((5-(tert-butyl)oxazol-2-yl)methyl)thio)thiazol-2-yl)-1'-((2-(2,6-dioxopiperidin-3-yl)-4-fluoro-1,3-dioxoisoindolin-5-yl)methyl)-[1,4'-bipiperidine]-4-carboxamide C(C)(C)(C)C1=CN=C(O1)CSC1=CN=C(S1)NC(=O)C1CCN(CC1)C1CCN(CC1)CC=1C(=C2C(N(C(C2=CC1)=O)C1C(NC(CC1)=O)=O)=O)F